FC(OC1=NN(C2=CN=C(C(=C21)C2=CC(=C(C=C2)S(=O)(=O)C(F)F)C)C#N)C(C2=CC=CC=C2)(C2=CC=CC=C2)C2=CC=CC=C2)F 3-(difluoromethoxy)-4-[4-(difluoromethylsulfonyl)-3-methyl-phenyl]-1-trityl-pyrazolo[3,4-c]pyridine-5-carbonitrile